NC1CCC(CC1)C1(NC=CC(=N1)NC=1N=CN(C1)C1CCCC1)NC 2-((1R,4R)-4-aminocyclohexyl)-N4-(1-cyclopentyl-1H-imidazol-4-yl)-N2-Methyl-pyrimidine-2,4-diamine